C(CCCCC)C1C(=O)OCCCC1 monohexyl-ε-caprolactone